COC1=CC=C(C=C1)S(=O)(=O)NC=1C=C(C(=O)NC=2C=C(C=CC2)C)C=CC1 3-((4-methoxyphenyl)sulfonamido)-N-(m-tolyl)benzamide